ClC1=NC(=CC(=C1C(=O)NC=1SC(=NN1)OC[C@@H]1COCC1)C1=C(C=NC=C1OC)F)C chloro-3'-fluoro-5'-methoxy-6-methyl-N-(5-(((S)-tetrahydrofuran-3-yl)methoxy)-1,3,4-thiadiazol-2-yl)-(4,4'-bipyridine)-3-carboxamide